1,3-diamino-1-oxopropan NC(CCN)=O